C[C@@]12C(CC[C@H]1[C@@H]1CCC3=CC(C=C[C@]3(C)C1=CC2)=O)=O Androsta-1,4,9(11)-triene-3,17-dione